C(=O)(O)C1=CC=C(C(=[N+]1[O-])C1=CC=C(C=C1)F)C1CC1 6-carboxy-3-cyclopropyl-2-(4-fluorophenyl)pyridine 1-oxide